Tert-butyl 5-[(8-fluoro-2,3-dihydro-1,4-benzodioxin-6-yl)sulfonyl]-1H,2H,3H,4H,5H,6H-pyrrolo[3,4-c]pyrrole-2-carboxylate FC1=CC(=CC2=C1OCCO2)S(=O)(=O)N2CC1=C(C2)CN(C1)C(=O)OC(C)(C)C